NC1CCC(CC1)NC1=NC2=C(C=C(C=C2C=N1)C1=C(N=C(S1)NS(=O)(=O)C1=C(C=CC=C1)Cl)C)CC N-(5-(2-(((1r,4r)-4-aminocyclohexyl)amino)-8-ethylquinazolin-6-yl)-4-methyl-thiazol-2-yl)-2-chlorobenzene-sulfonamide